Br.BrCCCN1CCNCCC1 1-(3-bromopropyl)-1,4-diazepan hydrobromide